N-[2-(4-chlorophenyl)benzotriazol-5-yl]tetrahydrofuran-3-carboxamide ClC1=CC=C(C=C1)N1N=C2C(=N1)C=CC(=C2)NC(=O)C2COCC2